8-bromo-4-(6-(difluoromethyl)-5-methylpyridin-3-yl)-1,2,2-trimethyl-1,2-dihydroquinazoline BrC=1C=CC=C2C(=NC(N(C12)C)(C)C)C=1C=NC(=C(C1)C)C(F)F